ClC=1C=C(OC2CCC(CC2)NC(=O)C=2N=NC(=CC2)N2CCN(CC2)CC=2C=C3C(N(C(C3=C(C2)F)=O)C2C(NC(CC2)=O)=O)=O)C=CC1C#N N-((1r,4r)-4-(3-chloro-4-cyanophenoxy)cyclohexyl)-6-(4-((2-(2,6-dioxopiperidin-3-yl)-7-fluoro-1,3-dioxoisoindolin-5-yl)methyl)piperazin-1-yl)pyridazine-3-carboxamide